BrC1=CC(=C(C(=C1)[N+](=O)[O-])NC1=C(C(=NN1C)C)C1=C(C=C(C=C1)F)Cl)F N-(4-bromo-2-fluoro-6-nitrophenyl)-4-(2-chloro-4-fluorophenyl)-1,3-dimethyl-1H-pyrazol-5-amine